(E)-1-(2-Chloro-4-fluorophenyl)-1-(1H-indazol-5-yl)but-1-en ClC1=C(C=CC(=C1)F)\C(=C\CC)\C=1C=C2C=NNC2=CC1